(8-chloro-[1,2,4]triazolo[4,3-a]quinazolin-5-yl)-9-(3,3-dimethylbut-1-yn-1-yl)-2,3,4,5-tetrahydrobenzo[b][1,4]oxazepine ClC1=CC=C2C(=NC=3N(C2=C1)C=NN3)C3CCNC1=C(O3)C(=CC=C1)C#CC(C)(C)C